C=C(C)C=1SC=CN1 2-(1-propen-2-yl)thiazole